IC1=C(C=CC2=CC=CC=C12)O 1-iodonaphthalen-2-ol